1-(2-Methoxyquinolin-5-yl)-5-(trifluoromethyl)-N-(2-(trifluoromethyl)pyridin-4-yl)-1H-pyrazole-4-carboxamide COC1=NC2=CC=CC(=C2C=C1)N1N=CC(=C1C(F)(F)F)C(=O)NC1=CC(=NC=C1)C(F)(F)F